tert-butyl((5-fluorobenzofuran-4-yl)methoxy)dimethylsilane C(C)(C)(C)[Si](C)(C)OCC1=C(C=CC2=C1C=CO2)F